COC(=O)C1(CC1)C1=CC=C(C=C1)OCC1C(CC1)(F)F [4-[(2,2-difluorocyclobutyl)methoxy]phenyl]cyclopropanecarboxylic acid methyl ester